fmoc-butylenediamine C(=O)(OCC1C2=CC=CC=C2C2=CC=CC=C12)NCCCCN